N1C=C(C=2C1=NC=CC2)C=2C=C1C(=NC=NC1=CC2)N[C@H](CO)C2=CC=CC=C2 (S)-2-((6-(1H-pyrrolo[2,3-b]pyridin-3-yl)quinazolin-4-yl)amino)-2-phenylethan-1-ol